FC=1C(=C(C=C(C1)F)NC1=NC=2N(C(=C1)NC)N=CC2C(=O)NC)OC 5-((3,5-difluoro-2-methoxyphenyl)amino)-N-methyl-7-(methylamino)pyrazolo[1,5-a]pyrimidine-3-carboxamide